BrC1=C2C=CC(=C1)O2 2-bromo-1,4-phenylene ether